C(C1=CC=CC=C1)OC1=C(C=C(C=C1)F)C=1CCN(CC1)C(=O)OC(C)(C)C tert-butyl 4-(2-(benzyloxy)-5-fluorophenyl)-3,6-dihydropyridine-1(2H)-carboxylate